CN1N=C(C=C1C)NC1=NC=C(C(=N1)C1=CNC2=C(C=CC=C12)N1C(C2=CC=CC(=C2C1)NC(=O)C1COCCC1)=O)C N-(2-(3-(2-((1,5-dimethyl-1H-pyrazol-3-yl)amino)-5-methylpyrimidin-4-yl)-1H-indol-7-yl)-1-oxoisoindolin-4-yl)tetrahydro-2H-pyran-3-carboxamide